N-(4-(3-acetyl-6-(3-chloro-5-fluoro-4-hydroxyphenyl)-1,5-naphthyridin-4-ylamino)-cyclohexyl)-2-amino-3-methylbutanamide C(C)(=O)C=1C=NC2=CC=C(N=C2C1NC1CCC(CC1)NC(C(C(C)C)N)=O)C1=CC(=C(C(=C1)F)O)Cl